(7s,8as)-7-(3-([1,2,4]triazolo[1,5-a]pyridin-8-yl)propyl)-6-oxohexahydropyrrolo[1,2-a]pyrazine-2(1H)-carboxylic acid tert-butyl ester C(C)(C)(C)OC(=O)N1C[C@H]2N(CC1)C([C@H](C2)CCCC=2C=1N(C=CC2)N=CN1)=O